ClC1=C(C(=O)NC2=CC(=NN2C2=CC=CC=C2)C(=O)NCC2(CCN(CC2)CC(OC)OC)O)C=C(C(=C1)Cl)C1=NC=CC=C1 5-[[2,4-dichloro-5-(2-pyridyl)benzoyl]amino]-N-[[1-(2,2-dimethoxyethyl)-4-hydroxy-4-piperidyl]methyl]-1-phenyl-pyrazole-3-carboxamide